FC1=C(N)C=C(C=C1)C=1OC(=NN1)C1=CN=CS1 2-fluoro-5-(5-(thiazol-5-yl)-1,3,4-oxadiazol-2-yl)aniline